Tert-butyl ((1S)-1-((1r,4S)-4-methylcyclohexyl)-2-oxo-2-((4-((2-oxopyrrolidin-3-yl)oxy)pyridin-2-yl)amino)ethyl)carbamate CC1CCC(CC1)[C@@H](C(NC1=NC=CC(=C1)OC1C(NCC1)=O)=O)NC(OC(C)(C)C)=O